4,6-diethyl-2-methyl-m-phenylenediamine C(C)C1=C(C(=C(C(=C1)CC)N)C)N